C(C1=CC=CC=C1)OC=1C=C(C=C2C=CC(=C(C12)/C=C/CO[C@@H]1CN(C(CN(C1)C(=O)OC(C)(C)C)=O)COCC[Si](C)(C)C)F)O[Si](C(C)C)(C(C)C)C(C)C tert-butyl (R,E)-6-((3-(8-(benzyloxy)-2-fluoro-6-((triisopropylsilyl)oxy)naphthalen-1-yl)allyl)oxy)-3-oxo-4-((2-(trimethylsilyl)ethoxy)methyl)-1,4-diazepane-1-carboxylate